BrC1=CC2=C(NC(N2CCCO)=S)C=C1 5-bromo-3-(3-hydroxypropyl)-1H-benzimidazole-2-thione